C(C)(C)(C)OC(C1=CC(=C(C=C1)NC(C1=C(C=C(C=C1)N1N=C2N(CCCC2)C1=O)O[C@@H](C)C1CCCCC1)=O)C)=O 4-({2-[(1S)-1-cyclohexylethoxy]-4-(3-oxo-5,6,7,8-tetrahydro[1,2,4]triazolo[4,3-a]-pyridin-2(3H)-yl)benzoyl}amino)-3-methylbenzoic acid tert-butyl ester